rhodium(III) iridium(III) [Ir+3].[Rh+3]